6-((benzyloxy)carbonyl)-3-(trifluoromethyl)-5,6,7,8-tetrahydro-1,6-naphthyridine 1-oxide C(C1=CC=CC=C1)OC(=O)N1CC=2C=C(C=[N+](C2CC1)[O-])C(F)(F)F